4-(3-amino-5-ethynylpyridin-4-yl)-2-chloro-5-fluoro-N-(6-(trifluoromethyl)pyridin-3-yl)benzamide NC=1C=NC=C(C1C1=CC(=C(C(=O)NC=2C=NC(=CC2)C(F)(F)F)C=C1F)Cl)C#C